FC1(CCN(CC1)C1=NC=C(C=C1)[N+](=O)[O-])F 2-(4,4-difluoropiperidin-1-yl)-5-nitropyridine